N[C@H]1C(C(=C(C([C@@H]1C1=C(C2=NC(=CC(=C2S1)NCC1=CC=CC=C1)Cl)C)([2H])[2H])[2H])[2H])([2H])[2H] 2-((1S,6S)-6-aminocyclohex-3-en-1-yl-2,2,3,4,5,5-d6)-N-benzyl-5-chloro-3-methylthieno[3,2-b]pyridin-7-amine